(1S,4s)-4-(8-(2-chloro-4,6-difluorophenylamino)-2-((1R,3S)-3-hydroxycyclohexylamino)-9H-purin-9-yl)cyclohexanecarboxamide ClC1=C(C(=CC(=C1)F)F)NC=1N(C2=NC(=NC=C2N1)N[C@H]1C[C@H](CCC1)O)C1CCC(CC1)C(=O)N